CC1=C(N=CN1COCC[Si](C)(C)C)CSC 5-methyl-4-[(methylsulfanyl)methyl]-1-{[2-(trimethylsilyl)ethoxy]methyl}-1H-imidazole